C(C)(=O)N[C@@H](CCCCNC(=O)OC(C)(C)C)C(=O)NC[C@@H](N)C(=O)OCC[Si](C)(C)C 2-(trimethylsilyl)ethyl 3-{[N2-acetyl-N6-(tert-butoxycarbonyl)-L-lysyl]amino}-D-alaninate